FC1=C(C=C(C(=C1)C)SCC(F)(F)F)\N=C\1/SCC(N1)=O (2Z)-2-([2-Fluoro-4-methyl-5-[(2,2,2-trifluoroethyl)sulfanyl]-phenyl]imino)-1,3-thiazolidin-4-on